B(OC1=C(C(=C(C(=C1F)F)C(F)(F)F)F)F)(OC1=CC=C(C=C1)C=C)[O-] (2,3,5,6-tetrafluoro-4-(trifluoromethyl) phenyl) (4-vinylphenyl) borate